2-(isopropylamino)thieno[3,2-d]pyrimidin-4(3H)-one C(C)(C)NC=1NC(C2=C(N1)C=CS2)=O